C(N)(OC1(CC(N(CC1)C1=NC=C(C=C1)Br)C(C)(C)C)CO)=O (tert-butyl 1-(5-bromopyridin-2-yl)-4-(hydroxymethyl) piperidin-4-yl) carbamate